N=C1N(CCN1)CCC(=O)O 3-(2-iminoimidazolidin-1-yl)propanoic acid